2-trifluoromethyl-2-propen FC(C(C)=C)(F)F